2-(2,6-dioxopiperidin-3-yl)-4-(((1-(1-pentanoylpiperidin-4-yl)-1H-pyrazol-4-yl)methyl)amino)isoindoline-1,3-dione O=C1NC(CCC1N1C(C2=CC=CC(=C2C1=O)NCC=1C=NN(C1)C1CCN(CC1)C(CCCC)=O)=O)=O